C(C\C=C\C)(=O)OCCCCCNC1=C2N=CN(C2=NC=N1)[C@@H]1O[C@@H]([C@H]([C@H]1O)O)CO 5-{9-[(2R,3R,4S,5R)-3,4-Dihydroxy-5-(hydroxymethyl)tetrahydrofur-2-yl]-N-adenineyl}pentyl (E)-3-pentenoate